CC1(C(C(=CC(=C1)N1CCN(CC1)C(=O)OC(C)(C)C)F)(C(=O)O)C)C(=O)O 1,2-dimethyl-5-[4-[(tert-butoxy)carbonyl]piperazin-1-yl]-3-fluorobenzene-1,2-dicarboxylic acid